6-Chloro-3-((7-((R)-3-cyclohexyl-2-methylpropanoyl)-10-hydroxy-7-azaspiro[4.5]decan-10-yl)methyl)quinazolin-4(3H)-one ClC=1C=C2C(N(C=NC2=CC1)CC1(CCN(CC12CCCC2)C([C@@H](CC2CCCCC2)C)=O)O)=O